2-[1-(disulfanyl)ethyl]furan S(S)C(C)C=1OC=CC1